Toluene-d5 [2H]C1=C(C(=C(C(=C1[2H])[2H])C)[2H])[2H]